Cl.N1C[C@@H](CC1)NC=1C=2C=CC=NC2C=CC1 (R)-N-(pyrrolidin-3-yl)quinolin-5-amine hydrochloride